N-(2-(1H-1,2,4-triazol-1-yl)ethyl)-4-chloro-10,11-dihydro-5H-dibenzo[b,f]azepin-3-amine N1(N=CN=C1)CCNC=1C=CC2=C(NC3=C(CC2)C=CC=C3)C1Cl